N[C@H]1C[C@H](N(C1)C(=O)OCC1C2=CC=CC=C2C=2C=CC=CC12)C(=O)O (2S,4S)-4-amino-1-{[(9H-fluoren-9-yl)methoxy]carbonyl}pyrrolidine-2-carboxylic acid